(carboxyethyl)-phosphine C(=O)(O)CCP